C(#N)C1(CC1)C(=O)N1CC=2N=C(SC2C1)NC(C1=CN=C(C=C1C1=C(C=CC=C1)OC)C)=O N-(5-(1-Cyanocyclopropane-1-carbonyl)-5,6-dihydro-4H-pyrrolo[3,4-d]thiazol-2-yl)-4-(2-methoxyphenyl)-6-methylnicotinamide